C(#N)C1=CC=C(C2=C1CCO2)[C@H]2C(=C(NC1=C(C=NC(=C21)OCC)C)C)C(=O)N (R)-4-(4-cyano-2,3-dihydrobenzofuran-7-yl)-5-ethoxy-2,8-dimethyl-1,4-dihydro-1,6-Naphthyridine-3-carboxamide